[Cl-].[Cl-].C(CCCCCCCCC[N+]1=C(C=C(C2=CC=CC=C12)N)C)[N+]1=C(C=C(C2=CC=CC=C12)N)C 1,1'-(decane-1,10-diyl)bis(4-amino-2-methylquinolin-1-ium) dichloride